N1C(=NC2=C1C=CC=C2)C2=CC=C(C=C2)O 4-(1H-benzo[d]imidazol-2-yl)phenol